dimethyl-tetramethoxydisilane C[Si]([Si](OC)(OC)OC)(OC)C